N1=CN=CC2=C1COC2=O furo[3,4-d]pyrimidin-5(7H)-one